3-(T-BUTYLDIMETHYLSILYLOXY)-4-METHOXYPHENYLBORONIC ACID [Si](C)(C)(C(C)(C)C)OC=1C=C(C=CC1OC)B(O)O